perfluoro(3,6-dioxa-1-octene) FC(=C(OC(C(OC(C(F)(F)F)(F)F)(F)F)(F)F)F)F